2-(3-bromopropyl)-9-(tert-butyl)-1H-xantheno[2,1,9-def]isoquinoline-1,3(2H)-dione BrCCCN1C(C2=CC=C3C=4C2=C(C1=O)C=CC4OC4=CC=C(C=C43)C(C)(C)C)=O